Cl.BrC1=NC=C(C=2N1C=CN2)C=2SC1=C(N2)SC(=N1)N(C1CCNCC1)C 5-(5-Bromoimidazo[1,2-c]pyrimidin-8-yl)-N-methyl-N-(piperidin-4-yl)[1,3]thiazolo[5,4-d][1,3]thiazol-2-amin Hydrochlorid